N(O)=C1C(CCC2=C(C=CC=C12)OC)C(C(=O)NC=1SC(=NN1)SC)=O 2-(1-(hydroximino)-5-methoxy-1,2,3,4-tetrahydronaphthalen-2-yl)-N-(5-(methylthio)-1,3,4-thiadiazol-2-yl)-2-oxoacetamide